N-[2-(2,4-difluorophenyl)ethyl]-2-[1-[(4-methylphenyl)methyl]-5-oxopyrrolidin-2-yl]acetamid FC1=C(C=CC(=C1)F)CCNC(CC1N(C(CC1)=O)CC1=CC=C(C=C1)C)=O